(R)-N-(1-cyclopropylethyl)-5-(1-isopropyl-2-methyl-1H-imidazo[4,5-b]pyridin-6-yl)-7H-pyrrolo[2,3-d]pyrimidin-2-amine C1(CC1)[C@@H](C)NC=1N=CC2=C(N1)NC=C2C=2C=C1C(=NC2)N=C(N1C(C)C)C